tert-butyl-4-(7-bromo-2,6-dichloro-8-fluoro-quinazolin-4-yl)piperazine-1-carboxylate C(C)(C)(C)OC(=O)N1CCN(CC1)C1=NC(=NC2=C(C(=C(C=C12)Cl)Br)F)Cl